C(C)(C)(C)OC1=NC=C(C(=N1)OC(C)(C)C)C1=CC2=C(N=N1)N(C(N2)=O)C 3-(2,4-ditert-butoxypyrimidin-5-yl)-7-methyl-5H-imidazo[4,5-c]pyridazin-6-one